[1,4]oxazepine-5(2H)-one O1CC=NC(C=C1)=O